5,3'-dihydroxy-2-(3,4-dihydroxybenzyl)-3-methoxy-bibenzyl OC=1C=C(C(=C(C1)CCC1=CC(=CC=C1)O)CC1=CC(=C(C=C1)O)O)OC